C(=O)C1=C(N(C=2CN(CCC21)C(=O)OCC2=CC=CC=C2)C)C(=O)OCC 6-benzyl 2-ethyl 3-formyl-1-methyl-1,4,5,7-tetrahydro-6H-pyrrolo[2,3-c]pyridine-2,6-dicarboxylate